[2-(trimethylsilyl)ethoxy]methylpyrazole Sodium (2S,5R)-2-(N-((R)-1-methylpyrrolidine-3-carbonyl)carbamimidoyl)-7-oxo-1,6-diazabicyclo[3.2.1]octan-6-yl-sulfate CN1C[C@@H](CC1)C(=O)NC(=N)[C@H]1N2C(N([C@H](CC1)C2)OS(=O)(=O)[O-])=O.[Na+].C[Si](CCOCC2=NNC=C2)(C)C